9,11-dodecadiene-1-ol C(CCCCCCCC=CC=C)O